6-(3-Methoxybenzyl)-4-methyl-2-(4-(trifluoromethyl)benzyl)-5,6-dihydro-4H-thiazolo[5',4':4,5]pyrrolo[2,3-d]pyridazine COC=1C=C(CN2N=CC3=C(C2)N(C2=C3SC(=N2)CC2=CC=C(C=C2)C(F)(F)F)C)C=CC1